OCCN(CCC[SiH3])CCC[SiH3] N-(hydroxyethyl)-N,N-bis(silylpropyl)amine